tert-butyl 4-(1-((4-methoxy-2-methyl-2H-indazol-5-yl)carbamoyl)-2,3-dihydro-1H-pyrrolo[2,3-b]pyridin-4-yl)piperazine-1-carboxylate COC=1C2=CN(N=C2C=CC1NC(=O)N1CCC=2C1=NC=CC2N2CCN(CC2)C(=O)OC(C)(C)C)C